4-chloro-3-(3,5-dichloro-pyridin-2-yl)-N-(2-hydroxy-phenyl)-N-methyl-benzamide ClC1=C(C=C(C(=O)N(C)C2=C(C=CC=C2)O)C=C1)C1=NC=C(C=C1Cl)Cl